FC=1C(=C(C=C(C1)F)CNC(=O)C=1C(=NC=C(C1)C=1C=CC=2N(N1)C=C(N2)NC(C)=O)C)OC2CC(OCC2)C N-({3,5-difluoro-2-[(2-methyloxan-4-yl)oxy]phenyl}methyl)-5-{2-acetamidoimidazo[1,2-b]pyridazin-6-yl}-2-methylpyridine-3-carboxamide